C1(=CC=CC=C1)CCCO γ-phenylpropyl alcohol